N1=C2C(=CC=C1)C1=C(O2)C=CC=C1 benzofuro[2,3-b]pyridin